3-(piperidin-1-yl)-1-(4-(pyridin-3-yl)-3,4-dihydroquinoxaline-1(2H)-yl)propan-1-one N1(CCCCC1)CCC(=O)N1CCN(C2=CC=CC=C12)C=1C=NC=CC1